CCCCCCCCCCCCCCCC(CCCCCCCCCCCCCCC)=O Hentricontan-16-on